(R)-3'-(ethoxymethyl)-6'-hydroxy-2',4',6'-trimethylspiro[cyclopropane-1,5'-inden]-7'(6'H)-one C(C)OCC1=C(C=C2C([C@](C3(C(=C12)C)CC3)(C)O)=O)C